5-amino-1-(4,4-difluoropyrrolidin-3-yl)-3-[4-[[(2-methoxybenzoyl)amino]methyl]phenyl]pyrazole-4-carboxamide NC1=C(C(=NN1C1CNCC1(F)F)C1=CC=C(C=C1)CNC(C1=C(C=CC=C1)OC)=O)C(=O)N